C1(=CC=CC=C1)S(S(=O)(=O)C1=CC=C(C=C1)C)(=O)=O phenyl-4-tolyl disulfone